CC(=O)N[C@@H]([C@H]1OC[C@@H]2[C@H](O1)[C@@H]([C@H]([C@H](O2)O[C@@H]3[C@@H]([C@H]([C@H](O[C@@H]3C(=O)O)O[C@H]4[C@@H]([C@H](O[C@@H]([C@H]4O)O[C@@H]5[C@@H]([C@H](O[C@@H]([C@H]5O[C@H]6[C@@H]([C@H]([C@@H]([C@H](O6)CO)O)O)O)[C@H](CO)O)O[C@@H]7[C@@H](C[C@@](O[C@@H]7[C@@H](CO[C@@H]8[C@@H]([C@H]([C@H](CO8)N)O)O)O)(C(=O)O)O)O[C@@]9(C[C@H]([C@H]([C@H](O9)[C@@H](CO)O)O)O)C(=O)O)O)[C@H](CO[C@@H]1[C@H]([C@H]([C@@H]([C@H](O1)[C@H](CO)O)O)O)O)OP(=O)(O)OCCN)O)O[C@@H]1[C@H]([C@H]([C@@H]([C@H](O1)[C@@H](CO)O)O)O)O[C@@H]1[C@H]([C@H]([C@@H]([C@H](O1)[C@H](CO)O)O)O)O)O)N)O)[C@H]([C@H]([C@@H](CO)O)O[C@H]1[C@@H]([C@H]([C@H]([C@H](O1)CO[C@H]1[C@@H]([C@H]([C@@H]([C@H](O1)CO)O)O)O)O)O)O)O The molecule is an oligosaccharide derivative that is a tridecasaccharide derivative, the oligosaccharide portion of the Proteus penneri strain 40 lipopolysaccharide (LPS) core region.